1-chloro-1,4,4-trimethyl-1,4-disilacyclohexane Cl[Si]1(CC[Si](CC1)(C)C)C